NC=1N2C(C=3N(C(N(C3N1)CCN1CCN(CC1)C(C1=CC=C(C=C1)F)=O)=O)C)=NC(=N2)C=2OC=CC2 5-Amino-3-{2-[4-(4-fluoro-benzoyl)-piperazin-1-yl]-ethyl}-8-furan-2-yl-1-methyl-1,3-dihydro-[1,2,4]triazolo[5,1-i]purin-2-one